C1(=CC=CC2=CC=CC=C12)OC1=CC=C(C2=CC=CC=C12)C1=NC(=NC(=N1)C(Cl)(Cl)Cl)C(Cl)(Cl)Cl 2-(4-naphthyloxynaphthyl)-4,6-bis(trichloromethyl)-sym-triazine